methyl 6-chloro-4-(cyanomethyl)pyridine-3-carboxylate Methyl-4-(2-tert-butoxy-1-cyano-2-oxo-ethyl)-6-chloro-pyridine-3-carboxylate COC(=O)C=1C=NC(=CC1C(C(=O)OC(C)(C)C)C#N)Cl.ClC1=CC(=C(C=N1)C(=O)OC)CC#N